C(C1=CC=CC=C1)(=O)C=1C=C(C=CC1)[C@@H](C)NS(=O)(=O)C1=CC=C(O1)C(=O)OC methyl 5-({[(1R)-1-(3-benzoylphenyl)ethyl]amino}sulfonyl)-2-furoate